1-(2,2-difluoroethyl)-5-methyl-1H-pyrazol-3-amine FC(CN1N=C(C=C1C)N)F